ClC=1C=CC(=C(C1)C=1C(=C2N(N1)CCC2)C=2C=C1C=CC=NC1=CC2)F 6-(2-(5-Chloro-2-fluorophenyl)-5,6-dihydro-4H-pyrrolo[1,2-b]pyrazol-3-yl)quinoline